BrC1=NC=CC(=C1)NCC=1N=C2N(C=C(C=C2)C(C)C)C1 2-bromo-N-((6-isopropylimidazo[1,2-a]pyridin-2-yl)methyl)pyridin-4-amine